4,7-dichloro-6-fluoro-2,3-dihydro-1H-indole-2-carboxylic acid ClC1=C2CC(NC2=C(C(=C1)F)Cl)C(=O)O